FC1=C(C(=CC=C1)F)C1(CC1)NC1=NC=C(C=N1)C#N 2-{[1-(2,6-difluorophenyl)cyclopropyl]amino}pyrimidine-5-carbonitrile